FC=1C=C(C=CC1F)C1=C(NC2=C1C(N(C=C2)C)=O)C2=CC=NC=C2 4-[3-(3,4-difluorophenyl)-5-methyl-4-oxo-4,5-dihydro-1H-pyrrolo[3,2-c]pyridin-2-yl]pyridin